[Si](C)(C)(C(C)(C)C)O[C@@H]1[C@H](N(CCC1)C(=O)OC(C)(C)C)CCC(=O)OCC tert-butyl (2R,3S)-3-((tert-butyldimethylsilyl)oxy)-2-(3-ethoxy-3-oxopropyl)piperidine-1-carboxylate